FC1C2(C1)CNC(C1=CC=CC=C12)=O Fluoro-spiro[2,3-dihydroisoquinolin-4,1'-cyclopropan]-1-one